C1(=CC=CC2=CC=CC=C12)OCC#C 3-(naphthalen-1-yloxy)propyN